N4-(1H-indazol-6-yl)-N2-(4-(4-methylpiperazine-1-yl)phenyl)-6-(trifluoromethyl)pyrimidine-2,4-diamine N1N=CC2=CC=C(C=C12)NC1=NC(=NC(=C1)C(F)(F)F)NC1=CC=C(C=C1)N1CCN(CC1)C